C(C)(C)(C)OC(N(CC1=CC(=C(C=C1)OC(F)(F)F)Cl)CCCCBr)=O (4-bromobutyl)(3-chloro-4-(trifluoromethoxy)benzyl)carbamic acid tert-butyl ester